ethyl 2-(7-fluoro-1-oxo-6-(trifluoromethyl)spiro[3H-isoquinoline-4,1'-cyclopropane]-2-yl)acetate FC1=C(C=C2C(=C1)C(N(CC21CC1)CC(=O)OCC)=O)C(F)(F)F